C(=O)O.N1[C@@H](CC1)C(=O)N1CCN(CC1)C(=O)C1=C(C=C(C=C1)NC(=O)C=1N(C(=CN1)C1=C(C(=C(C=C1)OC)F)F)C)Cl N-[4-[4-[(2S)-azetidine-2-carbonyl]piperazine-1-carbonyl]-3-chloro-phenyl]-5-(2,3-difluoro-4-methoxy-phenyl)-1-methyl-imidazole-2-carboxamide formate